N-([1,1'-biphenyl]-4-yl)-N-(4-(naphthalen-2-yl)phenyl)-4',6'-diphenyl-[1,1':2',1''-terphenyl]-4-amine C1(=CC=C(C=C1)N(C1=CC=C(C=C1)C=1C(=CC(=CC1C1=CC=CC=C1)C1=CC=CC=C1)C1=CC=CC=C1)C1=CC=C(C=C1)C1=CC2=CC=CC=C2C=C1)C1=CC=CC=C1